(4-(aminomethyl)-3-methylphenyl)-N-(3-(piperidin-1-yl)propyl)benzo[d]imidazo[2,1-b]thiazole-7-carboxamide NCC1=C(C=C(C=C1)C=1N=C2SC3=C(N2C1)C=CC(=C3)C(=O)NCCCN3CCCCC3)C